Exo-tetrahydrocyclopentadiene C1C[C@H]2[C@@H]3CC[C@@H](C3)[C@H]2C1